C[C@@H]1C[C@]2(N([C@@H](C1)C2)C(=O)NC2=CC(=C(C=C2)C(F)(F)F)C2=NN(C=C2)C)C=2OC(=NN2)C (1R,3S,5S)-3-methyl-1-(5-methyl-1,3,4-oxadiazol-2-yl)-N-(3-(1-methyl-1H-pyrazol-3-yl)-4-(trifluoromethyl)phenyl)-6-azabicyclo[3.1.1]heptane-6-carboxamide